C(C)(C)(C)OC(=O)N1CC=2N(CC1)C(=CC2)C(=O)N[C@H](C(=O)NC2=CC=C(C=C2)C2=C(C=[N+](C=C2C)[O-])C)C2CCCCCC2 (S)-4-(4-(2-(2-(tert-butoxycarbonyl)-1,2,3,4-tetrahydropyrrolo[1,2-a]pyrazine-6-carboxamido)-2-cycloheptylacetamido)phenyl)-3,5-dimethylpyridine 1-oxide